COC=1C(C(=O)O)=CC=CC1.C(C=1C(O)=CC=CC1)(=O)OC methyl salicylate (methylsalicylate)